4-fluoro-3-hydroxy-5-methyl-6-[4-(1H-pyrazol-1-yl)benzyl]-2-benzofuran-1(3H)-one FC1=C(C(=CC=2C(OC(C21)O)=O)CC2=CC=C(C=C2)N2N=CC=C2)C